C(C)(=O)O[C@@H]1[C@@H]([C@H](O[C@H]1N1C2=NC(=NC=C2N(C1=O)CC#C)N)COC(C)=O)F ((2R,3R,4S,5R)-4-Acetoxy-5-(2-amino-8-oxo-7-(prop-2-yn-1-yl)-7,8-dihydro-9H-purin-9-yl)-3-fluorotetrahydrofuran-2-yl)methylacetat